4-((6-(acryloyloxy)decyl)oxy)benzoic acid C(C=C)(=O)OC(CCCCCOC1=CC=C(C(=O)O)C=C1)CCCC